ClC1=CC=C2C(=CN=C(C2=C1)N(C)C)S(=O)(=O)NC1=C(C=C(C(=C1)F)CC#N)F 7-chloro-N-[4-(cyanomethyl)-2,5-difluoro-phenyl]-1-(dimethyl-amino)isoquinoline-4-sulfonamide